2-(4-methylbenzyl)-1-(quinolin-2-ylmethyl)-1,4-dihydroisoquinolin-3(2H)-one CC1=CC=C(CN2C(C3=CC=CC=C3CC2=O)CC2=NC3=CC=CC=C3C=C2)C=C1